glycidyl-hydroxypropyl-sulfotyrosine C(C1CO1)[C@](N(S(=O)(=O)O)CCCO)(CC1=CC=C(C=C1)O)C(=O)O